2-methoxy-d3-phenol [2H]C([2H])([2H])OC1=CC=CC=C1O